6-(2-Chlorophenyl)-N-[(2-oxo-1H-pyridin-3-yl)sulfonyl]-2-(2,4,6-trimethylphenoxy)pyridin-3-carboxamid ClC1=C(C=CC=C1)C1=CC=C(C(=N1)OC1=C(C=C(C=C1C)C)C)C(=O)NS(=O)(=O)C=1C(NC=CC1)=O